methyl 4-amino-7-trifluoromethyl-2-oxo-1-phenyl-1,2-dihydroquinoline-3-carboxylate NC1=C(C(N(C2=CC(=CC=C12)C(F)(F)F)C1=CC=CC=C1)=O)C(=O)OC